tetraacetylenyl-silane 2-(trimethylsilyl)ethyl-piperazine-1-carboxylate C[Si](CCOC(=O)N1CCNCC1)(C)C.C(#C)[Si](C#C)(C#C)C#C